ethyl (E)-2-bromo-3-chloro-3-phenylacrylate Br\C(\C(=O)OCC)=C(/C1=CC=CC=C1)\Cl